COC(=O)C1=COCO1 [1,3]dioxole-5-carboxylic acid methyl ester